1-(PHENYLSULFONYL)-2-INDOLEBORONIC ACID C1(=CC=CC=C1)S(=O)(=O)N1C(=CC2=CC=CC=C12)B(O)O